4-(4-(2-(2,6-dimethylpyridin-4-yl)-3-methyl-1H-indol-6-yl)pyridin-2-yl)morpholine CC1=NC(=CC(=C1)C=1NC2=CC(=CC=C2C1C)C1=CC(=NC=C1)N1CCOCC1)C